O1C[C@H](CC1)O (3S)-tetrahydrofuran-3-ol